S1C=NC2=C1C(=CC=C2)C2=C(C=C(C=C2)N2CCN(CC2)C(=O)NC=2N=C(SC2)C#C)C#N 4-(4-(Benzo[d]thiazol-7-yl)-3-cyanophenyl)-N-(2-ethynylthiazol-4-yl)piperazine-1-carboxamide